FC1([C@H](C1)CCN(C(=O)OCC1=C(C=NN1C)C1=NC=C(C(=N1)C)OC1CCCCC1)C)F (1S,3S)-3-((2-(5-((((2-(2,2-Difluoro-cyclopropyl)ethyl)(methyl)carbamoyl)oxy)methyl)-1-methyl-1H-pyrazol-4-yl)-4-methylpyrimidin-5-yl)oxy)cyclohexan